sulfur phosphorus [P].[S]